6-chloro-3-(9-methyl-3,9-diazabicyclo[3.3.1]nonan-3-yl)-1H-pyrazolo[4,3-c]pyridine ClC1=CC2=C(C=N1)C(=NN2)N2CC1CCCC(C2)N1C